tert-Butyl (3S,3'R)-3-(dimethylamino)-[1,3'-bipyrrolidine]-1'-carboxylate CN([C@@H]1CN(CC1)[C@H]1CN(CC1)C(=O)OC(C)(C)C)C